((1-(4,4-difluorocyclohexyl)-4-oxo-4,5-dihydro-1H-pyrazolo[3,4-d]pyrimidin-6-yl)thio)acetic acid FC1(CCC(CC1)N1N=CC2=C1N=C(NC2=O)SCC(=O)O)F